FC1(C[C@H]([C@H](C2=CC=C(C=C12)O)C1=CC=C(C=N1)N1CCC(CC1)C=O)C1=CC=CC=C1)F 1-(6-((1R,2R)-4,4-difluoro-6-hydroxy-2-phenyl-1,2,3,4-tetrahydronaphthalen-1-yl)pyridin-3-yl)piperidine-4-carbaldehyde